CC1(OB(OC1(C)C)C1=CC(=NC=C1)N1CCC(CC1)CN1CCN(CC1)C(=O)OC(C)(C)C)C tert-butyl 4-[[1-[4-(4,4,5,5-tetramethyl-1,3,2-dioxaborolan-2-yl)-2-pyridyl]-4-piperidyl]methyl]piperazine-1-carboxylate